(S)-1-(Azepan-2-yl)propan-1-one N1[C@@H](CCCCC1)C(CC)=O